ClC1=C(C=C(OCC(=O)NC23CC(C2)(C3)C=3C=NC(=CC3)C(=O)N3C[C@H](CC3)OC(F)(F)F)C=C1)F 2-(4-chloro-3-fluorophenoxy)-N-(3-{6-[(3S)-3-(trifluoromethoxy)pyrrolidine-1-carbonyl]pyridin-3-yl}bicyclo[1.1.1]pentan-1-yl)acetamide